[C@@H]1(CC=CCC1)C(=O)O (1R)-3-cyclohexene-1-formic acid